3a,7a,12a-trihydroxy-5β-cholestan O[C@H]1C[C@H]2C[C@H]([C@H]3[C@@H]4CC[C@H]([C@@H](CCCC(C)C)C)[C@]4([C@H](C[C@@H]3[C@]2(CC1)C)O)C)O